(S)-2-((2-((1-ethoxy-3,3-dimethyl-1,3-dihydro-[1,2]oxaborolo[4,3-b]pyridin-5-yl)amino)-5-(3-(2-fluorophenyl)-1,2,4-oxadiazol-5-yl)pyrimidin-4-yl)amino)-2-phenylethan-1-ol C(C)OB1OC(C2=NC(=CC=C21)NC2=NC=C(C(=N2)N[C@H](CO)C2=CC=CC=C2)C2=NC(=NO2)C2=C(C=CC=C2)F)(C)C